NC1=CC=C(C=N1)/C=C/C(=O)NCC=1OC2=C(C1)C=C(C=C2Cl)C2=CC(=C(C=C2)C(=O)N2CCOCC2)F (E)-3-(6-aminopyridin-3-yl)-N-((7-chloro-5-(3-fluoro-4-(morpholine-4-carbonyl)phenyl)benzofuran-2-yl)methyl)acrylamide